(S)-N-(1-(6,7-difluoro-4-oxo-3,4-dihydrophthalazin-1-yl)ethyl)-N-ethyl-4,5-difluoro-1H-indole-2-carboxamide FC=1C=C2C(NN=C(C2=CC1F)[C@H](C)N(C(=O)C=1NC2=CC=C(C(=C2C1)F)F)CC)=O